C1(CC1)[C@]1(C(N(C[C@H]1C)C=1C=2N(N=CC1)C=C(C2)N2N=C(C=C2)C)=O)C#N (3R,4S)-3-cyclopropyl-4-methyl-1-[6-(3-methylpyrazol-1-yl)pyrrolo[1,2-b]pyridazin-4-yl]-2-oxopyrrolidine-3-carbonitrile